5-[6-chloro-3-[1-(3,6-dimethyl-2-morpholino-4-oxo-chromen-8-yl)ethylamino]-2-pyridyl]-4-fluoro-2-(4,4,5,5-tetramethyl-1,3,2-dioxaborolan-2-yl)benzaldehyde ClC1=CC=C(C(=N1)C=1C(=CC(=C(C=O)C1)B1OC(C(O1)(C)C)(C)C)F)NC(C)C=1C=C(C=C2C(C(=C(OC12)N1CCOCC1)C)=O)C